C(C)(C)(C)OC(=O)N1CCC(CC1)CC1=NC=2C(=NC(=CC2)C(=O)OC)N1C[C@H]1OCC1 Methyl (S)-2-((1-(tert-butoxycarbonyl)piperidin-4-yl)methyl)-3-(oxetan-2-ylmethyl)-3H-imidazo[4,5-b]pyridine-5-carboxylate